1,4-cyclohexanediol Tert-butyl-5-[7-[[4-methyl-6-(methylamino)pyrimidin-2-yl]amino]-2,3-dihydro-1,4-benzodioxin-5-yl]-3,3a,6,6a-tetrahydro-1H-cyclopenta[c]pyrrole-2-carboxylate C(C)(C)(C)C1N(CC2C1CC(=C2)C2=CC(=CC=1OCCOC12)NC1=NC(=CC(=N1)C)NC)C(=O)OC1CCC(CC1)O